tert-Butyl 2-(3-acetyl-4,5,6,7-tetrahydro-1H-indazol-1-yl)acetate C(C)(=O)C1=NN(C=2CCCCC12)CC(=O)OC(C)(C)C